2-{[7-amino-4-(1-benzyl-1H-indazol-6-yl)-1-oxo-2,3-dihydro-1H-isoindol-2-yl]methyl}prop-2-enenitrile NC=1C=CC(=C2CN(C(C12)=O)CC(C#N)=C)C1=CC=C2C=NN(C2=C1)CC1=CC=CC=C1